C(C)(C)C1=C(C=CC=C1)C1N(CCN(C1)CCC1=CC=C(C=C1)OC)C1CC2(C1)CCN(CC2)C(=O)OCCCC butyl 2-(2-(2-isopropylphenyl)-4-(4-methoxyphenylethyl) piperazin-1-yl)-7-azaspiro[3.5]Nonane-7-carboxylate